3-((2r,5s)-4-(6-chloro-1-methyl-2-oxo-1,2-dihydropyrido[3,2-d]pyrimidin-4-yl)-2,5-diethylpiperazin-1-yl)-3-(4-(trifluoromethyl)phenyl)propanoic acid methyl ester COC(CC(C1=CC=C(C=C1)C(F)(F)F)N1[C@@H](CN([C@H](C1)CC)C=1C2=C(N(C(N1)=O)C)C=CC(=N2)Cl)CC)=O